N,N'-bis(naphthalen-1-yl)-N,N'-bis(phenyl)-9,9-diphenyl-fluorene C1=CC=C(C=C1)C2(C3=C(C=CC(=C3)N(C4=CC=CC=C4)C5=CC=CC6=CC=CC=C65)C7=C2C=C(C=C7)N(C8=CC=CC=C8)C9=CC=CC1=CC=CC=C19)C1=CC=CC=C1